COCOC=1C(=NC=C(C1)C)C1=NN=C(C2=CC=CC=C12)N[C@H]1CN(CCC1)C [3-(methoxymethoxy)-5-methyl-2-pyridyl]-N-[(3R)-1-methyl-3-piperidyl]phthalazin-1-amine